[Si](C)(C)(C(C)(C)C)O[C@H]1CC[C@@]2([C@H]3CC[C@@]4([C@H](CC[C@H]4[C@@H]3CC=C2C1)C(C)=O)C)C 1-((3S,8S,9S,10R,13S,14S,17S)-3-((tert-butyldimethylsilyl)oxy)-10,13-dimethyl-2,3,4,7,8,9,10,11,12,13,14,15,16,17-tetradecahydro-1H-cyclopenta[a]phenanthren-17-yl)ethan-1-one